NC(C(=O)O)CC1=CNC2=CC=C(C=C12)O 2-amino-3-(5-hydroxy-1H-indol-3-yl)propanoic acid